ClC=1C=C2CN(NC2=CC1)CNC(=S)NC1=CC=CC=C1 1-((5-chloro-1H-indazol-2-yl)methyl)-3-phenylthiourea